ClC1=NC(=CC(=C1)NC(=O)C1=CC2=C(S1)C=CC(=C2)C(C)(C)S(=O)(=O)C)OC2=NOC(=C2C)C N-(2-Chloro-6-((4,5-dimethylisoxazol-3-yl)oxy)pyridin-4-yl)-5-(2-(methylsulfonyl)propan-2-yl)benzo[b]thiophen-2-carboxamid